6-methyl-3-(2,2-difluoroethyl)-2,3-dihydrobenzopyran-4-one CC=1C=CC2=C(C(C(CO2)CC(F)F)=O)C1